1-(2,4-Dihydroxyphenyl)-3-(3-fluoro-4-hydroxyphenyl)prop-2-en-1-one OC1=C(C=CC(=C1)O)C(C=CC1=CC(=C(C=C1)O)F)=O